ClC1=CC=C(C=C1)CC(=O)NC[C@H]([C@@H](O)[C@H]1[C@@H]([C@H](C[C@@](O1)(C(=O)O)OCCCCCCOCC#C)O)NC(=O)N)O (2R,4S,5R,6R)-6-((1R,2R)-3-(2-(4-chlorophenyl)acetamido)-1,2-dihydroxypropyl)-4-hydroxy-2-((6-(prop-2-yn-1-yloxy)hexyl)oxy)-5-ureidotetrahydro-2H-pyran-2-carboxylic acid